CC1(OCCC1)C(=O)N1[C@@H]([C@@H]2[C@H](C1)CCC2)C(=O)N[C@@H](C[C@H]2C(NCC2)=O)C(COC(F)(F)F)=O (1S,3aR,6aS)-2-(2-methyltetrahydrofuran-2-carbonyl)-N-((S)-3-oxo-1-((S)-2-oxopyrrolidin-3-yl)-4-(trifluoromethoxy)butan-2-yl)octahydro-cyclopenta[c]pyrrole-1-carboxamide